tert-butyl (8-(naphthalen-2-ylsulfonyl)-1-oxa-8-azaspiro[4.5]decan-3-yl)((S)-oxiran-2-ylmethyl)carbamate C1=C(C=CC2=CC=CC=C12)S(=O)(=O)N1CCC2(CC(CO2)N(C(OC(C)(C)C)=O)C[C@@H]2OC2)CC1